COC(CC1N[C@@H](CC2=C1NC1=CC=CC=C21)C(=O)O)OC (3S)-1-(2,2-dimethoxyethyl)-2,3,4,9-tetrahydro-1H-pyrido[3,4-b]indole-3-carboxylic acid